FC=1C=C(C=CC1F)[C@H]1[C@@H](C1)NC=1C2=C(N=C(N1)SC)NC=C2 N-((1R,2S)-2-(3,4-difluorophenyl)cyclopropyl)-2-(methylsulfanyl)-7H-pyrrolo[2,3-d]pyrimidin-4-amine